NC1=CC2=C(N(C(=N2)[C@@H]2C[C@@H](CCC2)NC2=NC=C(C(=N2)OC)C#N)C)C=C1 (((1R,3S)-3-(5-Amino-1-methyl-1H-benzo[d]imidazol-2-yl)cyclohexyl)amino)-4-methoxypyrimidine-5-carbonitrile